The molecule is a methyl ester resulting from the formal condensation of the carboxy group of 4-(trimethylammonio)butanoic acid with methanol. It is a quaternary ammonium ion and a methyl ester. It derives from a 4-(trimethylammonio)butanoic acid. C[N+](C)(C)CCCC(=O)OC